ClC=1C(=C2C(N(CN(C2=CC1F)C1=C(C=C(C=C1)F)C)C1=C(NC(C=C1)=O)C)=O)F 6-chloro-5,7-difluoro-1-(4-fluoro-2-methylphenyl)-3-(2-methyl-6-oxo-1,6-dihydropyridin-3-yl)-2,3-dihydroquinazolin-4(1H)-one